((((1H-imidazol-4-yl)methyl)amino)-1H-indazol-4-yl)-2',3',4',5'-tetrahydro-[1,1'-biphenyl]-3-carboxylic acid N1C=NC(=C1)CNN1N=CC2=C(C=CC=C12)C1=C(C=CC=C1C(=O)O)C=1CCCCC1